ClC=1C(=NC(=CC1)Cl)C1=CC(=C(C=C1)CC=1N(C2=C(N1)C=CC(=C2)C(=O)OC)CCOC)F methyl 2-[[4-(3,6-dichloro-2-pyridyl)-2-fluoro-phenyl]methyl]-3-(2-methoxyethyl)benzimidazole-5-carboxylate